2-(8-(Trifluoromethyl)-1,1-dioxo-4-oxothiochroman-3-yl)-2-oxoacetic acid ethyl ester C(C)OC(C(=O)C1CS(C2=C(C=CC=C2C1=O)C(F)(F)F)(=O)=O)=O